o-nitrophenoxy β-D-galactopyranoside O([C@H]1[C@H](O)[C@@H](O)[C@@H](O)[C@H](O1)CO)OC1=C(C=CC=C1)[N+](=O)[O-]